2-(2-((5-chloro-2-(1H-tetrazol-1-yl) phenyl) amino)-2-oxoacetylamino)-3-(4-(4-(2-hydroxyethoxy) piperidine-1-carboxamido) phenylpropionamido)-1H-indole-2-carboxylate ClC=1C=CC(=C(C1)NC(C(=O)NC1(NC2=CC=CC=C2C1NC(CCC1=CC=C(C=C1)NC(=O)N1CCC(CC1)OCCO)=O)C(=O)[O-])=O)N1N=NN=C1